(S)-1-((R)-3-cyclohexyl-2-methylpropanoyl)-4-hydroxy-3,3-dimethylPiperazine C1(CCCCC1)C[C@H](C(=O)N1CC(N(CC1)O)(C)C)C